N-(3-(2-ethoxypropionylamino)-2,4-difluorophenyl)-N-methylbenzamide C(C)OC(C(=O)NC=1C(=C(C=CC1F)N(C(C1=CC=CC=C1)=O)C)F)C